N-(3-{1H-pyrrolo[3,2-c]pyridin-6-yl}phenyl)prop-2-enamide N1C=CC=2C=NC(=CC21)C=2C=C(C=CC2)NC(C=C)=O